BrC1=CC=C(C=C1)N1N=C(C(=C1)[C@@H]1O[C@@H](C(N1CCC1=CC=C2CC(NC2=C1)=O)=O)C)C1=CC=C(C=C1)F (2S,5R)-2-(1-(4-bromophenyl)-3-(4-fluorophenyl)-1H-pyrazol-4-yl)-5-methyl-3-(2-(2-oxoindolin-6-yl)ethyl)oxazolidin-4-one